NC(CO)(CO)CCC1=CC=C(C=C1)CCCCCCCC 2-Amino-2-(2-(4-octylphenyl)-ethyl)-1,3-propandiol